FC(S(=O)(=O)OC=1C=CC=2N(N1)N=CC2C2=NC=CC(=C2N2CCC(CC2)(C2=NN=CN2C)F)C#N)(F)F 3-{4-cyano-3-[4-fluoro-4-(4-methyl-4H-1,2,4-triazol-3-yl)piperidin-1-yl]pyridin-2-yl}pyrazolo[1,5-b]pyridazin-6-yl trifluoromethanesulfonate